Anti-Adenosyl-Homocysteine [C@@H]1([C@H](O)[C@H](O)[C@@H](CN[C@@H](CCS)C(=O)O)O1)N1C=NC=2C(N)=NC=NC12